4-methyl-N-(4-vinylphenyl)aniline CC1=CC=C(NC2=CC=C(C=C2)C=C)C=C1